(S)-tert-butyl (1-oxobutan-2-yl)carbamate O=C[C@H](CC)NC(OC(C)(C)C)=O